N-[(1S)-2-[4-(3,5-dimethyl-1H-pyrazol-4-yl)anilino]-2-oxo-1-[(1R)-7-(2-piperazin-1-yl-4-pyridyl)tetralin-1-yl]ethyl]-1-fluoro-cyclopropanecarboxamide CC1=NNC(=C1C1=CC=C(NC([C@H]([C@@H]2CCCC3=CC=C(C=C23)C2=CC(=NC=C2)N2CCNCC2)NC(=O)C2(CC2)F)=O)C=C1)C